C1(CC1)COC1=C(C=CC(=C1)F)N1C=C(C=2C1=CN=CC2)C2CCN(CC2)CC[C@@H]2CC[C@H](CC2)NS(=O)(=O)C N-(trans-4-(2-(4-(1-(2-(cyclopropylmethoxy)-4-fluorophenyl)-1H-pyrrolo[2,3-c]pyridin-3-yl)piperidin-1-yl)ethyl)cyclohexyl)methanesulfonamide